BrC=1N=C(C(=NC1)NC1CN(CC1)C(=O)OC(C)(C)C)O tert-butyl 3-[(5-bromo-3-hydroxypyrazin-2-yl)amino]pyrrolidine-1-carboxylate